COC1=CC=C(CN(S(=O)(=O)C2=C(C=C(CN3C(=C(C=C3C3=CC=C(C=C3)F)C(N)=S)CC3CC3)C=C2)F)CC2=CC=C(C=C2)OC)C=C1 1-(4-(N,N-bis(4-methoxybenzyl)sulfamoyl)-3-fluorobenzyl)-2-(cyclopropylmethyl)-5-(4-fluorophenyl)-1H-pyrrole-3-carbothioamide